N-[[6-[2-(3-pyridyl)acetyl]-6-azaspiro[2.5]octan-2-yl]methyl]furo[2,3-c]pyridine-2-carboxamide N1=CC(=CC=C1)CC(=O)N1CCC2(C(C2)CNC(=O)C2=CC=3C(=CN=CC3)O2)CC1